C1(CCC1)CN1C2=C(OCC1=O)C=C(C=C2)C=2SC=C(N2)NC(=O)N[C@@H]2CNCCC2 (S)-1-(2-(4-(cyclobutylmethyl)-3-oxo-3,4-dihydro-2H-benzo[b][1,4]oxazin-7-yl)thiazol-4-yl)-3-(piperidin-3-yl)urea